COC(=O)C=1C(C=C2N(N(CC3=CC(=C(C=C23)OCC2=CC=CC=C2)OCCC2CC2)C(C)C)C1)=O 10-(benzyloxy)-9-(2-cyclopropylethoxy)-6-isopropyl-2-oxo-6,7-dihydro-2H-pyrido[2,1-a]phthalazine-3-carboxylic acid methyl ester